C(C)(=O)N1CCC(CC1)CC(C(=O)NC[C@H](C=1C=NC=CC1)O)C=1C=NC(=CC1)C(F)(F)F [(1-acetyl-4-piperidyl)methyl]-N-[(2S)-2-hydroxy-2-(3-pyridyl)ethyl]-2-[6-(trifluoromethyl)-3-pyridyl]acetamide